tert-butyl (4-(6-(3-cyanopyrrolo[1,2-b]pyridazin-7-yl)-4-((4-hydroxybicyclo[2.2.2]octan-1-yl)amino)nicotinamido)-2-methylbutan-2-yl)carbamate C(#N)C1=CC=2N(N=C1)C(=CC2)C2=NC=C(C(=O)NCCC(C)(C)NC(OC(C)(C)C)=O)C(=C2)NC21CCC(CC2)(CC1)O